(S)-N-(1-Cyclopropylethyl)-2-(3-(3-(Pentan-3-Ylcarbamoyl)-1H-Pyrazol-5-Yl)Phenyl)Oxazole-5-Carboxamide C1(CC1)[C@H](C)NC(=O)C1=CN=C(O1)C1=CC(=CC=C1)C1=CC(=NN1)C(NC(CC)CC)=O